N1=C(C=CC=C1[C@@H](C)O)[C@@H](C)O (1R,1'R)-1,1'-(pyridine-2,6-diyl)bis(ethan-1-ol)